C(O)C(C(=O)O)CCCCCCCCCCCCCCCC methylolstearic acid